BrC=1C=CC2=C(NC(=N2)C(=O)N[C@H](C(=O)N[C@@H](C[C@H]2C(NCC2)=O)C#N)CC(C)(C)C)C1 6-bromo-N-[(2S)-1-({(1S)-1-cyano-2-[(3S)-2-oxopyrrolidin-3-yl]ethyl}amino)-4,4-dimethyl-1-oxopentan-2-yl]-1H-benzimidazole-2-carboxamide